BrC=1C=NN2C1N=C(C=C2C=2C=NN(C2)C)N2[C@@H](COCC2)C (3R)-4-[3-bromo-7-(1-methyl-1H-pyrazol-4-yl)pyrazolo[1,5-a]pyrimidin-5-yl]-3-methylmorpholine